tert-butyl 4-[4-[8-chloro-7-[2-methyl-3-(2-trimethylsilylethoxymethyl)benzimidazol-5-yl]oxy-quinoxalin-2-yl]pyrazol-1-yl]-4-(2-hydroxyethyl)piperidine-1-carboxylate ClC=1C(=CC=C2N=CC(=NC12)C=1C=NN(C1)C1(CCN(CC1)C(=O)OC(C)(C)C)CCO)OC1=CC2=C(N=C(N2COCC[Si](C)(C)C)C)C=C1